C(C1=CC=CC=C1)[S+](C)C1=CC=C(C=C1)OC(C)=O benzyl(4-acetoxyphenyl)(methyl)sulfonium